ClC1=CC=C(C=C1)C1(NC2=CC=CC=C2C1=O)CC(C1=CC=CC=C1)=O 2-(4-chlorophenyl)-2-(2-oxo-2-phenylethyl)indol-3-one